CC1=CC=CC=2N(C(N(C21)C=2C=NC(=CC2)C2=C1C(=CN=C2)NN=C1)=O)CC(=O)O 2-[4-methyl-2-oxo-3-[6-(1H-pyrazolo[3,4-c]pyridin-4-yl)-3-pyridyl]benzimidazol-1-yl]acetic acid